[O-]S(=O)(=O)C(F)(F)F.C(CC)[N+]1=CC=C(C=C1)CCC 1,4-dipropylpyridinium triflate